FC(C=1C=CC(=NC1)C1CCC(CC1)N1C[C@@]2(CCS(C2)(=O)=O)CCC1)(F)F (S)-7-((1R,4S)-4-(5-(trifluoromethyl)pyridin-2-yl)cyclohexyl)-2-thia-7-azaspiro[4.5]decane 2,2-dioxide